FC=1C=C(CC2=CC(=NC=C2)N2N=CC(=C2)C(=O)N)C=C(C1)C(F)(F)F 1-(4-(3-Fluoro-5-(trifluoromethyl)benzyl)pyridin-2-yl)-1H-pyrazol-4-carboxamid